silane titanium [Ti].[SiH4]